(E)-ethyl 3-(5-(3-(4-chlorobenzoyl)-4,5-dimethylthiophen-2-yl)-2-methoxypyridin-4-yl)acrylate ClC1=CC=C(C(=O)C2=C(SC(=C2C)C)C=2C(=CC(=NC2)OC)/C=C/C(=O)OCC)C=C1